C(C)S(=O)(=O)C1=CC=C(CNC(=O)C2=CC3=C(N(C(=N3)C(F)(F)F)CC3CCN(CC3)CC(F)(F)F)C=C2)C=C1 N-(4-(ethylsulfonyl)benzyl)-1-((1-(2,2,2-trifluoroethyl)piperidin-4-yl)methyl)-2-(trifluoromethyl)-1H-benzo[d]imidazole-5-carboxamide